CCS(=O)(=O)NC1=CC(=C(C=C1C(=S)N)F)N2C(=O)N(C(=N2)C(F)(F)F)C The molecule is a thiocarboxamide that is benzenecarbothioamide substituted by a fluoro, 4-methyl-5-oxo-3-(trifluoromethyl)-4,5-dihydro-1H-1,2,4-triazol-1-yl, and (ethanesulfonyl)nitrilo groups at positions 3,4 and 6, respectively. It is a herbicide used for the post-emergent control of broad-leaved weeds in corn, cereals, and sugar cane. It has a role as a herbicide, an agrochemical and an EC 1.3.3.4 (protoporphyrinogen oxidase) inhibitor. It is a sulfonamide, a member of triazoles, a thiocarboxamide and a member of monofluorobenzenes.